(R/S)-2-chlorophenyl-ethanol ClC1=C(C=CC=C1)[C@@H](C)O |r|